(+/-)-N-[[2-[4-(2-amino-6-methyl-pyrimidin-4-yl)-1,4-oxazepan-3-yl]phenyl]methyl]acetamide NC1=NC(=CC(=N1)N1[C@@H](COCCC1)C1=C(C=CC=C1)CNC(C)=O)C |r|